N=1C=NN2C1C=C(C=C2)OC2=C(C=C(C=C2)NC=2C1=C(N=CN2)C=CC(=N1)[C@H]1[C@@H]2CC[C@H](C1)N2C(=O)OC(C)(C)C)C |r| rac-tert-butyl (1S,2R,4R)-2-(4-((4-([1,2,4]triazolo[1,5-a]pyridin-7-yloxy)-3-methylphenyl)amino)pyrido[3,2-d]pyrimidin-6-yl)-7-azabicyclo[2.2.1]heptane-7-carboxylate